N=1C=NN2C1C=C(C=C2)CC2=C(C=C(C=C2)NC2=NC=NC1=C2N=C(N=C1)N1C[C@H](N(CC1)C(\C=C\CN(C)C)=O)C)C (R,E)-1-(4-(8-((4-([1,2,4]triazolo[1,5-a]pyridin-7-ylmethyl)-3-methylphenyl)amino)pyrimido[5,4-d]pyrimidin-2-yl)-2-methylpiperazin-1-yl)-4-(dimethylamino)but-2-en-1-one